BrC=1C(=C(C=CC1)C1=NN(C=N1)C)OC 3-(3-Bromo-2-methoxyphenyl)-1-methyl-1H-1,2,4-triazole